(methan-d3-amine) hydrochloride Cl.C(N)([2H])([2H])[2H]